3-(3-(phenoxyphenyl)acryloyl)oxazolidin-2-one-5,5-d2 Nickel [Ni].O(C1=CC=CC=C1)C1=C(C=CC=C1)C=CC(=O)N1C(OC(C1)([2H])[2H])=O